COC(=O)C1=CC(=CC2=C1N(C=N2)C2CC2)Br 5-bromo-1-cyclopropyl-1H-benzo[d]imidazole-7-carboxylic acid methyl ester